4-(7-methyl-2-((7-methyl-[1,2,4]triazolo[4,3-a]pyridin-6-yl)amino)-8-oxo-7,8-dihydro-9H-purin-9-yl)tetrahydro-2H-pyran-4-carbonitrile CN1C(N(C2=NC(=NC=C12)NC=1C(=CC=2N(C1)C=NN2)C)C2(CCOCC2)C#N)=O